((6-bromo-4-methoxypyridin-2-yl)imino)dimethyl-λ6-sulfanone BrC1=CC(=CC(=N1)N=S(=O)(C)C)OC